N-[(1H-benzimidazol-2-yl)methyl]-6-cyclopropyl-1-(4,4-difluorocyclohexyl)-1H-pyrazolo[3,4-b]pyrazin-3-amine N1C(=NC2=C1C=CC=C2)CNC2=NN(C1=NC(=CN=C12)C1CC1)C1CCC(CC1)(F)F